OCCCC=1C=C2CCC(OC2=CC1)C(=O)OC methyl 6-(3-hydroxypropyl)chromane-2-carboxylate